NC1=NC=C(C2=C1C(=NN2C(C)C)C2=CC(=C(C=C2)NS(=O)(=O)CC2=C(C=CC=C2)Cl)F)C2=CCC(CC2)NC(CF)C N-(4-(4-amino-7-(4-((1-fluoropropane-2-yl)amino)cyclohex-1-en-1-yl)-1-isopropyl-1H-pyrazolo[4,3-c]pyridin-3-yl)-2-fluorophenyl)-1-(2-chlorophenyl)methanesulfonamide